(2,4-difluoro-3-hydroxy-phenyl)-2,2,2-trifluoro-acetamide FC1=C(C=CC(=C1O)F)NC(C(F)(F)F)=O